ClC1=CC(=C(OC=2C=C(C=C(C2)C)C=2C3=C(C(N(C2)C)=O)NC(=C3)C(=O)N)C(=C1)C)C 4-(3-(4-chloro-2,6-dimethylphenoxy)-5-methylphenyl)-6-methyl-7-oxo-6,7-dihydro-1H-pyrrolo[2,3-c]pyridine-2-carboxamide